ClC1=C(C=CC=C1)C=1C(=NN2C1C=CC(=C2)C)C(=O)O 3-(2-chlorophenyl)-6-methyl-pyrazolo[1,5-a]pyridine-2-carboxylic acid